C(CCCCC=C)C[Si](Cl)(Cl)Cl 6-heptenyl-methyl-trichlorosilane